FC=1C=C(C#N)C=C(C1)[C@H]1N(OCC1)C(=O)[C@@H]1CC[C@H](CC1)CN1C=CC2=CC(=CC=C12)F trans-3-fluoro-5-((S)-2-(4-((5-fluoro-1H-indol-1-yl)methyl)cyclohexane-1-carbonyl)isoxazolidin-3-yl)benzonitrile